ClC1=C(N=C2N1CCOC1=C2C=CC(=C1)N[C@H](C(=O)N)C)N1C(OC[C@H]1C(F)F)=C=O (S)-2-((3-chloro-2-((S)-4-(difluoromethyl)-2-carbonyloxazolidin-3-yl)-5,6-dihydrobenzo[f]imidazo[1,2-d][1,4]oxazepin-9-yl)amino)propionamide